2-[(2,6-difluorophenyl)methyl]-8-(2,5-dimethylpyridin-4-yl)-7-(4-fluorophenyl)-[1,2,4]triazolo[1,5-c]pyrimidin-5-amine FC1=C(C(=CC=C1)F)CC1=NN2C(=NC(=C(C2=N1)C1=CC(=NC=C1C)C)C1=CC=C(C=C1)F)N